N-(2-((tert-butyldimethylsilyl)oxy)ethyl)-7-chloro-5-cyclopropoxy-8-fluoro-2-(methylthio)pyrido[4,3-d]pyrimidin-4-amine [Si](C)(C)(C(C)(C)C)OCCNC=1C2=C(N=C(N1)SC)C(=C(N=C2OC2CC2)Cl)F